NC=1SC=C(N1)C1=CC=C(C=C1)Br 2-amino-4-(4-bromophenyl)thiazole